1-(4-nitrophenyl)but-3-yn-1-ol [N+](=O)([O-])C1=CC=C(C=C1)C(CC#C)O